2,3,4,5-O-tetranonanoyl-sorbitol C(CCCCCCCC)(=O)[C@@](CO)(O)[C@@](O)([C@](O)([C@H](OC(CCCCCCCC)=O)CO)C(CCCCCCCC)=O)C(CCCCCCCC)=O